6-(1H-indazol-6-yl)-1,3,5-triazine-2,4-diamine N1N=CC2=CC=C(C=C12)C1=NC(=NC(=N1)N)N